ClC1=C(C(=CC=C1)F)C1=NOC(=C1CO[C@H]1[C@@H]2CN([C@H](C1)C2)C=2SC1=C(N2)C(=CC(=C1)C(=O)O)O[C@@H]1COCC1)C1CC1 2-((1S,4S,5R)-5-((3-(2-chloro-6-fluorophenyl)-5-cyclopropylisoxazol-4-yl)methoxy)-2-azabicyclo[2.2.1]heptan-2-yl)-4-(((S)-tetrahydrofuran-3-yl)oxy)benzo[d]thiazole-6-carboxylic acid